6-[(6R)-6-(hydroxymethyl)-6-methyl-4-oxo-3H,4H,6H,7H-pyrano[3,4-d]imidazol-3-yl]-1-methyl-1,2,3,4-tetrahydroquinolin-2-one OC[C@]1(CC2=C(N(C=N2)C=2C=C3CCC(N(C3=CC2)C)=O)C(O1)=O)C